C(C=C)(=O)N1C[C@H](CC1)N1N=C(C(=C1N)C(=O)N)Br (S)-1-(1-acryloylpyrrolidin-3-yl)-5-amino-3-bromo-1H-pyrazole-4-carboxamide